phenyl[(dimethylfluorenyl)phenyl](phenyldibenzothiophenyl)triazine C1(=CC=CC=C1)C1=C(C(=NN=N1)C1=C(C=CC=2SC3=C(C21)C=CC=C3)C3=CC=CC=C3)C3=C(C=CC=C3)C3=C(C(=CC=2C1=CC=CC=C1CC32)C)C